2-(2,6-dioxopiperidin-3-yl)-5-(3-(3-(5-((1s,3s)-3-((5-(5-methyl-5H-pyrido[4,3-b]indol-7-yl)pyridin-2-yl)oxy)cyclobutoxy)pyridin-2-yl)propoxy)azetidin-1-yl)isoindoline-1,3-dione O=C1NC(CCC1N1C(C2=CC=C(C=C2C1=O)N1CC(C1)OCCCC1=NC=C(C=C1)OC1CC(C1)OC1=NC=C(C=C1)C=1C=CC=2C3=C(N(C2C1)C)C=CN=C3)=O)=O